C(CCCCCCC)C1=C(C=CC=C1)N1N=C2C(=N1)C=CC=C2 2-(2-octylphenyl)benzotriazole